C(=O)(OC(C)(C)C)N1[C@@H](CC(C1)(F)F)C(=O)O Boc-4,4-difluoroproline